perfluoro(tert-butylcyclohexane) FC1(C(C(C(C(C1(F)F)(F)F)(F)F)(F)F)(F)F)C(C(F)(F)F)(C(F)(F)F)C(F)(F)F